ClC=1C=C(C=C2C=C(N=CC12)NC(=O)NC(C)C)N1C(OCC1C)=O 1-[8-chloro-6-(4-methyl-2-oxo-oxazolidin-3-yl)-3-isoquinolinyl]-3-isopropyl-urea